2-(3-{[(2RS)-2-methylazetidin-2-yl]methoxy}pyridin-4-yl)-3-phenyl-1H-pyrrolo[3,2-b]pyridine C[C@]1(NCC1)COC=1C=NC=CC1C1=C(C2=NC=CC=C2N1)C1=CC=CC=C1 |r|